C1OCC2OC=3C(OC21)=CSC3 1,3,3a,8a-tetrahydrofuro[3,4-b]thieno[3,4-e][1,4]dioxin